CNC(=O)C=1N=COC1 N-methyloxazole-4-carboxamide